C(#N)C=1C(=C(C=CC1)\C(\C)=N\S(=O)C(C)(C)C)C (E)-N-[1-(3-cyano-2-methyl-phenyl)ethylidene]-2-methyl-propane-2-sulfinamide